5-[3-Fluoro-5-({(1S)-1-[(1r,4S)-4-(methylamino)cyclohexyl]ethyl}amino)-4-(trifluoromethoxy)phenyl]-1,3,4-oxadiazol-2(3H)-one FC=1C=C(C=C(C1OC(F)(F)F)N[C@@H](C)C1CCC(CC1)NC)C1=NNC(O1)=O